4-{3,6-diazabicyclo[3.1.0]hexan-3-yl}-N-{8-fluoro-2-methylimidazo[1,2-a]pyridin-6-yl}-2-methylindazole-7-carboxamide C12CN(CC2N1)C=1C2=CN(N=C2C(=CC1)C(=O)NC=1C=C(C=2N(C1)C=C(N2)C)F)C